FC1=C(C=CC=C1)NC(=O)C1=NN2C(N(C3=C(C2=O)CN(C3=O)C(CCC)CC=O)CC(=O)NC3=NC=C(C=C3)F)=C1 N-(2-fluorophenyl)-4-{2-[(5-fluoropyridin-2-yl)amino]-2-oxoethyl}-6-(oxohex-4-yl)-5,8-dioxo-5,6,7,8-tetrahydro-4H-pyrazolo[1,5-a]pyrrolo[3,4-d]pyrimidine-2-carboxamide